N-(3-hydroxy-4-(4-nitrobenzoyl)phenyl)acetamide OC=1C=C(C=CC1C(C1=CC=C(C=C1)[N+](=O)[O-])=O)NC(C)=O